3-(6-bromo-4-methoxy-1-oxoisoindolin-2-yl)piperidine-2,6-dione BrC1=CC(=C2CN(C(C2=C1)=O)C1C(NC(CC1)=O)=O)OC